FC1=C2C(=CNC2=CC=C1F)CCNC(C)=O N-(2-(4,5-difluoro-1H-indol-3-yl)ethyl)acetamide